Cl.NC(C(=O)N)C[C@H]1C(N[C@H]2C[C@@H]12)=O 2-Amino-3-((1S,4R,5S)-3-oxo-2-azabicyclo[3.1.0]hexan-4-yl)propanamide hydrochloride